C(C1=CC=CC=C1)OC([C@H](CI)NC(=O)OCC1=CC=CC=C1)=O (R)-2-((benzyloxycarbonyl)amino)-3-iodopropionic acid benzyl ester